tert-butyl (R)-3-(6-(7-chloro-5H-pyrrolo[2,3-b]pyrazin-2-yl)-2-(morpholine-4-carbonyl)-1,2,3,4-tetrahydroisoQuinolin-8-yl)morpholine-4-carboxylate ClC1=CNC2=NC=C(N=C21)C=2C=C1CCN(CC1=C(C2)[C@H]2N(CCOC2)C(=O)OC(C)(C)C)C(=O)N2CCOCC2